COC=1C=NNC1C1=NC(=NC(=C1)N1C[C@@H](CC1)NC)N (R)-4-(4-methoxy-1H-pyrazol-5-yl)-6-(3-(methylamino)pyrrolidin-1-yl)pyrimidin-2-amine